3-bromo-2-methylpropanol BrCC(CO)C